N~2~-(4-chlorobenzyl)-N~1~-(4-ethylphenyl)-N~2~-(methylsulfonyl)glycinamid ClC1=CC=C(CN(CC(=O)NC2=CC=C(C=C2)CC)S(=O)(=O)C)C=C1